N1C=CC2=CC(=CC=C12)C1=NN=C(O1)C=1C=CC(=C(C#N)C1)NC(C)C 5-(5-(1H-indol-5-yl)-1,3,4-oxadiazol-2-yl)-2-(isopropyl-amino)benzonitrile